(carboxymethyl)ammonium C(=O)(O)C[NH3+]